2-methacrylamidoethyl 4-((4-amino-2-(pyridazin-3-yl)-1H-imidazo[4,5-c]quinolin-1-yl)methyl)benzylcarbamate NC1=NC=2C=CC=CC2C2=C1N=C(N2CC2=CC=C(CNC(OCCNC(C(=C)C)=O)=O)C=C2)C=2N=NC=CC2